(cis)-tert-butyl 4-(2-(tert-butoxycarbonyl) butyl)-3,3-difluorohexahydropyrrolo[3,2-b]pyrrole-1(2H)-carboxylate C(C)(C)(C)OC(=O)C(CN1CC[C@@H]2N(CC([C@@H]21)(F)F)C(=O)OC(C)(C)C)CC